4-nitro-2,3,6,7-tetrahydro-s-indacen-1(5H)-one [N+](=O)([O-])C1=C2CCC(C2=CC=2CCCC12)=O